C(C1=CC=CC=C1)SC1=NC(=NC(=C1C1=CC(=NC(=C1)C)C)C1=CC=C(C=C1)F)NC(C)(C)C 4-(benzylthio)-N-(tert-butyl)-5-(2,6-dimethylpyridin-4-yl)-6-(4-fluorophenyl)pyrimidin-2-amine